(R)-2-(4-bromophenyl)-1-(4-((5R,7R)-7-hydroxy-5-methyl-6,7-dihydro-5H-cyclopenta[d]pyrimidin-4-yl)piperazin-1-yl)-4-((1-hydroxycyclopropyl)methylamino)butan-1-one BrC1=CC=C(C=C1)[C@H](C(=O)N1CCN(CC1)C=1C2=C(N=CN1)[C@@H](C[C@H]2C)O)CCNCC2(CC2)O